piperazine-1-carboxylic acid 1,1,1,3,3,3-hexafluoropropan-2-yl ester FC(C(C(F)(F)F)OC(=O)N1CCNCC1)(F)F